(3-iodo-4,5,6,7-tetrahydropyrazolo[1,5-a]pyridin-2-yl)methanol IC=1C(=NN2C1CCCC2)CO